FC(OC1=NC=CC(=C1)CNC(=O)N[C@@H]1CC2([C@H]1O)CCC2)F |r| 1-[[2-(difluoromethoxy)pyridin-4-yl]methyl]-3-[rac-(2R,3R)-3-hydroxyspiro[3.3]heptan-2-yl]urea